C(C)(=O)NC1=NC(=CC(=C1)C1=C(N=C(S1)NC(=O)N1CC2(COC2)C1)C1=CC(=CC=C1)C#N)C N-[5-(2-acetamido-6-methyl-4-pyridyl)-4-(3-cyanophenyl)thiazol-2-yl]-2-oxa-6-azaspiro[3.3]heptane-6-carboxamide